C(CCCCCCCCCCC)OC(CCCCCCN(CCCN(CCCCCCC(=O)[O-])CCCCCCC(=O)OCCCCCCCCCCCCCCCCCCCCCC)CCCCO)=C=O docosyl 7,7'-((3-((7-(dodecyloxy)-7-carbonylheptyl)(4-hydroxybutyl)amino)propyl)azanediyl)diheptanoate